tert-butyl (S)-2-((R)-1,2-dihydroxyethyl)pyrrolidine-1-carboxylate O[C@@H](CO)[C@H]1N(CCC1)C(=O)OC(C)(C)C